(2-hydroxy-4-pentenyl)sulfan Tert-butyl-4-(4-((3-carbamoyl-6-(piperidin-1-yl)pyrazin-2-yl)amino)phenyl)piperidine-1-carboxylate C(C)(C)(C)OC(=O)N1CCC(CC1)C1=CC=C(C=C1)NC1=NC(=CN=C1C(N)=O)N1CCCCC1.OC(CS)CC=C